BrC1=NC=C(C=C1)OC1CCN(CC1)C 2-bromo-5-((1-methylpiperidin-4-yl)oxy)pyridine